C1(=CC=CC=C1)COC=1C(=NC=C(N1)Br)C1=C(C(=CC=C1)Cl)Cl 3-(Phenylmethoxy)-5-bromo-2-(2,3-dichlorophenyl)pyrazine